[Si](C)(C)(C(C)(C)C)OC=1C(=C2CC[C@](OC2=C(C1C)C)(C)CC/C=C(/CC/C=C(/CCC=O)\C)\C)C (4E,8E)-11-((S)-6-((tert-butyldimethylsilyl)oxy)-2,5,7,8-tetramethylchroman-2-yl)-4,8-dimethylundecane-4,8-dienal